CC1=NC=CC(=C1)C(C)C1=CC=2NC3=CC=CC=C3SC2C=C1 2-(1-(2-methylpyridin-4-yl)ethyl)-10H-phenothiazine